NC1=C(C(=CC=C1)C)P(C)(C)=O 2-amino-6-methylphenyl-dimethylphosphine oxide